1-[5-(5-chloro-2-methoxypyridin-4-yl)-1H-pyrazole-3-carbonyl]-N-({[1,2,4]triazolo[4,3-a]pyridin-6-yl}methyl)piperidine-4-carboxamide 3-(4-benzoylphenoxy)decyl-acrylate nickel [Ni].C(C1=CC=CC=C1)(=O)C1=CC=C(OC(CCOC(C=C)=O)CCCCCCC)C=C1.ClC=1C(=CC(=NC1)OC)C1=CC(=NN1)C(=O)N1CCC(CC1)C(=O)NCC=1C=CC=2N(C1)C=NN2